1-((3aS,5R,6R,7R,7aS)-5-(aminomethyl)-6,7-dihydroxyhexahydropyrano[3,2-b]pyrrol-1(2H)-yl)-2,2,2-trifluoroethan-1-one NC[C@@H]1[C@@H]([C@@H]([C@@H]2N(CC[C@@H]2O1)C(C(F)(F)F)=O)O)O